O=C1N(C=2C(=NC=C(C2)C2=CC(=CC=C2)C(F)(F)F)N1)CC(=O)N1CC(C1)C#N 1-(2-(2-oxo-6-(3-(trifluoromethyl)phenyl)-2,3-dihydro-1H-imidazo[4,5-b]pyridin-1-yl)acetyl)azetidine-3-carbonitrile